phenyl-isobutyl-malonic acid dibutyl ester C(CCC)OC(C(C(=O)OCCCC)(CC(C)C)C1=CC=CC=C1)=O